[Cl-].[Cl-].FC(C=1C=C(C=C(C1)C(F)(F)F)C(=[Zr+2](C1=CC=CC2=C3C(=C4C=5C=CC=CC5CC4=C21)C=CC=C3)C3C=CC=C3)C3=CC(=CC(=C3)C(F)(F)F)C(F)(F)F)(F)F di-(3,5-ditrifluoromethyl-phenyl)methylene(cyclopentadienyl)(dibenzofluorenyl)zirconium dichloride